ClC1=C(C=CC(=C1)OCCN1[C@@H](CNCC1)C)C=1N(C2=NC=NC(=C2N1)OC1(CC1)C)CC1=NC=CC(=C1)Cl (R)-8-(2-chloro-4-(2-(2-methylpiperazin-1-yl)ethoxy)phenyl)-9-((4-chloropyridin-2-yl)methyl)-6-(1-methylcyclopropoxy)-9H-purine